N-[5-(1H-benzimidazol-2-yl)-1-[(4-methoxyphenyl)methyl]pyrazol-3-yl]-3-cyano-4-(2-hydroxyethoxy)benzamide N1C(=NC2=C1C=CC=C2)C2=CC(=NN2CC2=CC=C(C=C2)OC)NC(C2=CC(=C(C=C2)OCCO)C#N)=O